CN1C=C(C=CC1=O)C1=CC(=C2CN(CC2=C1)C(=O)OC(C)(C)C)C1=CC=CC=C1 tert-butyl 6-(1-methyl-6-oxo-1,6-dihydropyridin-3-yl)-4-phenyl-isoindoline-2-carboxylate